(R)-2-((1-(3-(4-(1H-pyrazol-1-yl)piperidin-1-yl)-2-cyano-7-methylquinoxalin-5-yl)ethyl)amino)benzoic acid N1(N=CC=C1)C1CCN(CC1)C=1C(=NC2=CC(=CC(=C2N1)[C@@H](C)NC1=C(C(=O)O)C=CC=C1)C)C#N